methyl 7-[[2-[[2-(2,6-dioxo-3-piperidyl)-1,3-dioxo-isoindolin-4-yl]amino]acetyl]amino]heptanoate O=C1NC(CCC1N1C(C2=CC=CC(=C2C1=O)NCC(=O)NCCCCCCC(=O)OC)=O)=O